OC=1C(=C(C=CC1)[O-])C=1OC=C2C1C(CC(C2O)C)=O 3-hydroxy-2-(4-hydroxy-5-methyl-7-oxo-5,6-dihydro-4H-2-benzofuran-1-yl)phenolate